ClC=1C=C(C=C(C1)Cl)C1(CC(=NO1)C1=CC(=C(C(=O)O)C=C1)C)C(F)(F)F 4-[5-(3,5-dichlorophenyl)-5-(trifluoro-methyl)-4H-isoxazol-3-yl]-2-methyl-benzoic acid